C(C1=CC=CC=C1)N(C1CCC(CC1)C(=O)N(C)OC)CC1=CC=CC=C1 (1r,4r)-4-(dibenzylamino)-N-methoxy-N-methylcyclohexane-1-carboxamide